6,6,6-trifluorohex-1-en-3-amine FC(CCC(C=C)N)(F)F